Cl.CC1=NC(=CC(=C1)C1=CC=C2C(=CC=NC2=C1)OC1=CC=C(C=C1)NC(=O)C1(CC1)C(=O)NC1=CC=C(C=C1)F)C 1-N-[4-[7-(2,6-Dimethylpyridin-4-yl)quinolin-4-yl]oxyphenyl]-1-N'-(4-fluorophenyl)cyclopropane-1,1-dicarboxamide hydrochloride